4-ethenyl-BenzeneSulfonic Acid C(=C)C1=CC=C(C=C1)S(=O)(=O)O